rac-cis-hexahydro-2H-pyrido[4,3-b][1,4]Oxazin-3(4H)-one O1[C@@H]2[C@H](NC(C1)=O)CNCC2 |r|